4-bromo-3-methoxy-N,N-diphenylaniline BrC1=C(C=C(N(C2=CC=CC=C2)C2=CC=CC=C2)C=C1)OC